NC1=NC=2C=CC(=CC2C2=C1[C@H](OC2)C)C(=O)N(CC2=NC=C(C=C2)C(F)(F)F)[C@H]2C[C@@H](CCC2)O (3R)-4-amino-N-((1R,3R)-3-hydroxycyclohexyl)-3-methyl-N-((5-(trifluoromethyl)-2-pyridinyl)methyl)-1,3-dihydrofuro[3,4-c]quinoline-8-carboxamide